Tert-Butyl 4-[4-(2-methoxyphenyl)-1,3-thiazol-2-yl]piperidine-1-carboxylate COC1=C(C=CC=C1)C=1N=C(SC1)C1CCN(CC1)C(=O)OC(C)(C)C